CC1=C(OC(C(=O)O)(C)C)C(=CC(=C1)CN1N=CN(C1=O)C1=CC=CC=C1)C 2-(2,6-Dimethyl-4-((5-oxo-4-phenyl-4,5-dihydro-1H-1,2,4-triazol-1-yl)-methyl)phenoxy)-2-methylpropionic acid